C(C)(C)N1CCC2(C[C@@H]2C(=O)N[C@@H](CCCCCC(CC)=O)C=2OC(=CN2)C=2C=C3C=CC(N(C3=CC2)C)=O)CC1 (S)-6-Isopropyl-N-((S)-1-(5-(1-methyl-2-oxo-1,2-dihydrochinolin-6-yl)oxazol-2-yl)-7-oxononyl)-6-azaspiro[2.5]octan-1-carboxamid